vanillic acid hydrate O.C(C1=CC(OC)=C(O)C=C1)(=O)O